(R)-2-(4,4-difluoroazepan-1-yl)-N-(3-(N-(2-(3,3-difluoroazetidin-1-yl)acetyl)-S-methylsulfonimidoyl)phenyl)-4-methyl-5-(trifluoromethyl)nicotinamide FC1(CCN(CCC1)C1=C(C(=O)NC2=CC(=CC=C2)[S@@](=O)(=NC(CN2CC(C2)(F)F)=O)C)C(=C(C=N1)C(F)(F)F)C)F